C1(CCCCC1)C#CO[Si](C)(C)C (cyclohexyl-1-ethyn-1-oxy)trimethylsilane